2,4-DIMETHYL-HEXANE tert-butyl-6-(8-(benzo[d]thiazol-2-ylcarbamoyl)-3,4-dihydroisoquinolin-2(1H)-yl)-3-(4,4,5,5-tetramethyl-1,3,2-dioxaborolan-2-yl)picolinate C(C)(C)(C)OC(C1=NC(=CC=C1B1OC(C(O1)(C)C)(C)C)N1CC2=C(C=CC=C2CC1)C(NC=1SC2=C(N1)C=CC=C2)=O)=O.CC(C)CC(CC)C